3-((6-fluoroquinolin-4-yl)amino)-N-(3-(pyridin-4-ylamino)phenyl)benzenesulfonamide FC=1C=C2C(=CC=NC2=CC1)NC=1C=C(C=CC1)S(=O)(=O)NC1=CC(=CC=C1)NC1=CC=NC=C1